N-(2-(4,4-difluoropiperidin-1-yl)-6-methylpyrimidin-4-yl)-6-((diphenylmethylene)amino)-4-(6-azaspiro[2.5]oct-6-yl)benzo[d]isoxazol-3-amine FC1(CCN(CC1)C1=NC(=CC(=N1)NC1=NOC2=C1C(=CC(=C2)N=C(C2=CC=CC=C2)C2=CC=CC=C2)N2CCC1(CC1)CC2)C)F